methyl 5-(2-aminoethoxy)-2-methylbenzoate NCCOC=1C=CC(=C(C(=O)OC)C1)C